C1(CC1)N1C(C(C=2C=C3C(=NN=C(C3=CC21)N[C@H](C)C2=C(C(=CC=C2)C(C(C)(C)O)(F)F)F)C)(C)COC)=O 1-cyclopropyl-8-[[(1R)-1-[3-(1,1-difluoro-2-hydroxy-2-methyl-propyl)-2-fluoro-phenyl]ethyl]amino]-3-(methoxymethyl)-3,5-dimethyl-pyrrolo[3,2-g]phthalazin-2-one